α-butylbenzene C(CCC)C1=CC=CC=C1